[Si](C1=CC=CC=C1)(C1=CC=CC=C1)(C(C)(C)C)OCCCCCC1=CC=C2CCCN(C2=N1)C(=O)OC(C)(C)C tert-butyl 7-(5-((tert-butyldiphenylsilyl)oxy)pentyl)-3,4-dihydro-1,8-naphthyridine-1(2H)-carboxylate